[Br-].[NH2+]1C=CC2=CC=CC=C12 indole-1-ium bromide